(R)-9-((5-(3-amino-3-((difluoromethoxy)methyl)piperidin-1-yl)-2-(3-fluoro-4-methoxyphenyl)pyridin-4-yl)methyl)-9H-purin-6-amine N[C@]1(CN(CCC1)C=1C(=CC(=NC1)C1=CC(=C(C=C1)OC)F)CN1C2=NC=NC(=C2N=C1)N)COC(F)F